2-(6-((2S,5R)-4-(1-(3,3-dimethyl-2,3-dihydrobenzofuran-5-yl)ethyl)-2,5-dimethylpiperazin-1-yl)-9-ethyl-3-methyl-2-oxo-3,9-dihydro-2H-purin-8-yl)acetonitrile CC1(COC2=C1C=C(C=C2)C(C)N2C[C@@H](N(C[C@H]2C)C=2C=1N=C(N(C1N(C(N2)=O)C)CC)CC#N)C)C